O=C1NC(CCC1N1C(C2=CC=CC(=C2C1=O)NCCOCCOCCN1CCC(CC1)NC(OC(C)(C)C)=O)=O)=O tert-butyl (1-(2-(2-(2-((2-(2,6-dioxopiperidin-3-yl)-1,3-dioxoisoindolin-4-yl)amino)ethoxy)ethoxy)ethyl)piperidin-4-yl)carbamate